FC1(CCC(CC1)NC1=CC(=NC(=N1)SC)OC1CC(C1)OC(NC)=O)F (3-((6-((4,4-difluorocyclohexyl)amino)-2-(methylthio)pyrimidin-4-yl)oxy)cyclobutyl)(methyl)carbamate